N,N-bisEthylhydroxylamine C(C)N(O)CC